BrC=1C2=C(C(N(C1)C)=O)N(C(=C2)C2=CC(=NC(=C2)C)C)S(=O)(=O)C2=CC=C(C)C=C2 4-bromo-2-(2,6-dimethylpyridin-4-yl)-6-methyl-1-tosyl-1,6-dihydro-7H-pyrrolo[2,3-c]pyridin-7-one